C1(=CCCC=C1)C(C)C1=C(C=C(C=C1)O)O 4-(1-Cyclohexa-1,5-dien-1-ylethyl)benzene-1,3-diol